2-(10-(3-methyl-5-oxo-1-phenyl-4,5-dihydro-1H-pyrazol-4-yl)decyl)guanidine bromide salt [Br-].CC1=NN(C(C1CCCCCCCCCCN=C(N)N)=O)C1=CC=CC=C1